FC(S(=O)(=O)[O-])(F)F.CN1C=C(C2=CC=CC=C12)C(C1=CC(=C(C(=C1)OC)OC)OC)[P+](C1=CC=CC=C1)(C1=CC=CC=C1)C1=CC=CC=C1 ((1-methyl-1H-indol-3-yl)(3,4,5-trimethoxyphenyl)methyl)triphenylphosphonium trifluoromethanesulfonate